5-(4-chlorobenzyl)pyridin-2-amine ClC1=CC=C(CC=2C=CC(=NC2)N)C=C1